C(CCCC(C)(C)C)(=O)[O-].C(CCC)[N+](CCCC)(CCCC)CCCC tetrabutylammonium neooctanoate